FC1=NN2C(N=CC3=C2C(CC3C(=O)NC3=CC(=NC=C3OC)C(F)(F)F)(C)C)=C1 2-fluoro-N-(5-methoxy-2-(trifluoromethyl)pyridin-4-yl)-8,8-dimethyl-7,8-dihydro-6H-cyclopenta[e]pyrazolo[1,5-a]pyrimidine-6-carboxamide